(R)-8-(8-(naphthalen-1-ylsulfanyl)imidazo[1,2-c]pyrimidin-5-yl)-8-azaspiro[4.5]decan-1-amine C1(=CC=CC2=CC=CC=C12)SC=1C=2N(C(=NC1)N1CCC3(CCC[C@H]3N)CC1)C=CN2